COC1=C2C(C(=O)NNC2=O)=CC=C1 3-methoxyphthalhydrazide